ClC=1C=2C(NC(C1C1=NC3=C(N1)C=C(C=C3F)OC)=O)=CN(N2)C 7-chloro-6-(4-fluoro-6-methoxy-1H-benzo[d]imidazol-2-yl)-2-methyl-2H-pyrazolo[4,3-b]pyridin-5(4H)-one